C(C1=CC=CC=C1)OC1=CC=C(C=C1)CCCC(C(=O)O)C 5-(4-(benzyloxy)phenyl)-2-methylpentanoic acid